1-(4-Chloro-phenyl)-3-[3-(2-methyl-2H-pyrazol-3-yl)-4-trifluoromethoxy-phenyl]-urea ClC1=CC=C(C=C1)NC(=O)NC1=CC(=C(C=C1)OC(F)(F)F)C=1N(N=CC1)C